CN1C=NC(=C1)C=1C=C(CN2C(NCC2)=O)C=CC1NC1=CC=C(C=C1)C(F)(F)F 1-(3-(1-methyl-1H-imidazol-4-yl)-4-((4-(trifluoromethyl)phenyl)amino)benzyl)imidazolidin-2-one